BrC=1C=NC(=C(C(=O)O)C1)COCCN(C)C 5-bromo-2-((2-(dimethylamino)ethoxy)methyl)nicotinic acid